(R)-(4-(4-methylpyrazolo[1,5-a]pyridin-2-yl)-6,7-dihydro-1H-imidazo[4,5-c]pyridin-5(4H)-yl)(5-(pyridin-3-yl)-1,3,4-oxadiazol-2-yl)methanone CC=1C=2N(C=CC1)N=C(C2)[C@@H]2N(CCC1=C2N=CN1)C(=O)C=1OC(=NN1)C=1C=NC=CC1